2-fluoro-N1-methyl-N1-(prop-2-yn-1-yl)benzene-1,4-diamine FC1=C(C=CC(=C1)N)N(CC#C)C